N4-butyl-N2-(2-methoxy-4-((4-morpholinopiperidin-1-yl)sulfonyl)phenyl)-5-(trifluoromethyl)-7H-pyrrolo[2,3-d]pyrimidine-2,4-diamine C(CCC)NC=1C2=C(N=C(N1)NC1=C(C=C(C=C1)S(=O)(=O)N1CCC(CC1)N1CCOCC1)OC)NC=C2C(F)(F)F